N=1N=CN2C1C(=NC=C2)NC[C@@H]2C(CN(CC2)C(=O)OCC2=CC=C(C=C2)C)(F)F |r| (±)-4-methylbenzyl 4-(([1,2,4]triazolo[4,3-a]pyrazin-8-ylamino)methyl)-3,3-difluoropiperidine-1-carboxylate